O1C=COC=2C1=CNC2 [1,4]dioxino[2,3-c]pyrrole